methyl 8-(3,3-dimethylcyclohexyl)-9-(3-fluoro-5-((1-(3-fluoropropyl)azetidin-3-ylidene)methyl)pyridin-2-yl)-6,7-dihydro-5H-benzo[7]annulene-3-carboxylate CC1(CC(CCC1)C=1CCCC2=C(C1C1=NC=C(C=C1F)C=C1CN(C1)CCCF)C=CC(=C2)C(=O)OC)C